(9H-fluoren-9-yl)methyl (3S,4R)-4-[(chlorocarbonyl)[(4-fluorophenyl)methyl]amino]-3-fluoropiperidine-1-carboxylate ClC(=O)N([C@H]1[C@H](CN(CC1)C(=O)OCC1C2=CC=CC=C2C=2C=CC=CC12)F)CC1=CC=C(C=C1)F